6-Fluoro-2-(1-(4-fluorophenyl)-3-(4-methoxyphenyl)-1H-pyrazol-5-yl)quinoline FC=1C=C2C=CC(=NC2=CC1)C1=CC(=NN1C1=CC=C(C=C1)F)C1=CC=C(C=C1)OC